O=C(CC)N1C(C(N(C(C1([2H])[2H])([2H])[2H])C1=CC(=C(C=C1)[2H])OC(F)(F)F)([2H])[2H])([2H])[2H] 1-oxo-1-(4-(3-(trifluoromethoxy)phenyl-4-d)piperazin-1-yl-2,2,3,3,5,5,6,6-d8)propan